6-(4-fluorophenyl)-3-((E)-3-(4-fluorophenyl)acryloyl)-4-hydroxy-hexa-3,5-dienoic acid ethyl ester C(C)OC(CC(=C(C=CC1=CC=C(C=C1)F)O)C(\C=C\C1=CC=C(C=C1)F)=O)=O